1-(6-(1-(3-(3-((4-((5-chloropyrimidin-2-yl)amino)piperidin-1-yl)sulfonyl)phenyl)prop-2-yn-1-yl)piperidin-4-yl)-1-methyl-1H-indazol-3-yl)dihydropyrimidine-2,4(1H,3H)-dione ClC=1C=NC(=NC1)NC1CCN(CC1)S(=O)(=O)C=1C=C(C=CC1)C#CCN1CCC(CC1)C1=CC=C2C(=NN(C2=C1)C)N1C(NC(CC1)=O)=O